4-{[(4R)-5-(cyclohexylmethyl)-4-ethyl-1-methyl-4H,5H-[1,2,4]triazolo[4,3-f]pteridin-7-yl]amino}-3-methoxybenzoic acid C1(CCCCC1)CN1[C@@H](C=2N(C=3C=NC(=NC13)NC1=C(C=C(C(=O)O)C=C1)OC)C(=NN2)C)CC